5-(trifluoromethyl)-2-((R)-3-(((3S,4R,5R)-3,4,5-tris(benzyloxy)piperidin-1-yl)methyl)pyrrolidin-1-yl)thiazole FC(C1=CN=C(S1)N1C[C@H](CC1)CN1C[C@@H](C([C@@H](C1)OCC1=CC=CC=C1)OCC1=CC=CC=C1)OCC1=CC=CC=C1)(F)F